ethyl 1-(5-{7-ethyl-2'-methyl-1H,2'H-[3,4'-biindazol]-1-yl}pyridin-2-yl)piperidine-4-carboxylate C(C)C=1C=CC=C2C(=NN(C12)C=1C=CC(=NC1)N1CCC(CC1)C(=O)OCC)C=1C2=CN(N=C2C=CC1)C